CN1N=NC2=C1C=C(C=C2)C2=CNC=1N=C(N=CC12)NC1CC2(C1)CCN(CC2)C(C)=O 1-(2-((5-(1-methyl-1H-benzo[d][1,2,3]triazol-6-yl)-7H-pyrrolo[2,3-d]pyrimidin-2-yl)amino)-7-azaspiro[3.5]nonan-7-yl)ethan-1-one